FC(C1C2CC(CC12)NC(C)=O)(F)F N-((3s,6s)-6-(trifluoromethyl)bicyclo[3.1.0]hexan-3-yl)acetamide